CN(C(C#CC)=O)[C@H]1[C@@H]2[C@H](C[C@H](C1)C2)OC=2C=1N(C=C(N2)C=2C=NN(C2)C)N=CC1 |r| racemic-N-methyl-N-((1R,2R,4S,6S)-6-((6-(1-methyl-1H-pyrazol-4-yl)pyrazolo[1,5-a]pyrazin-4-yl)oxy)bicyclo[2.2.1]heptan-2-yl)but-2-ynamide